6-hydroxybenzo[b]thiophen OC=1C=CC2=C(SC=C2)C1